The molecule is a member of the class of pyrazoles that is 1H-pyrazole which is substituted by a 2,6-dichloro-4-(trifluoromethyl)phenyl, nitrile, (fluoromethyl)sulfanediyl and [(pyrazin-2-yl)methyl]nitrilo groups at positions 1,3,4 and 5, respectively. It is an experimental insecticide introduced by Nihon Nohyaku Co Ltd, Japan. It is a phenylpyrazole insecticide, a dichlorobenzene, a member of (trifluoromethyl)benzenes, a nitrile and an organic sulfide. C1=CN=C(C=N1)CNC2=C(C(=NN2C3=C(C=C(C=C3Cl)C(F)(F)F)Cl)C#N)SCF